ClC1=CC(=C(C=C1Cl)C(C1CCN(CC1)C(=O)N)NS(=O)C(C)(C)C)O 4-((4,5-dichloro-2-hydroxyphenyl)(1,1-dimethylethylsulfinamido)methyl)piperidine-1-carboxamide